O=C1NC(CCC1N1C(C2=CC=C(C=C2C1=O)N1CCN(CC1)CC1CCN(CC1)C1=C(C=C(C=C1)NC1=NC(=NC=C1C(=O)N)N1CCCCC1)F)=O)=O 4-((4-(4-((4-(2-(2,6-dioxopiperidin-3-yl)-1,3-dioxoisoindolin-5-yl)piperazine-1-yl)methyl)piperidin-1-yl)-3-fluorophenyl)amino)-2-(piperidin-1-yl)pyrimidine-5-carboxamide